4-(Imidazo[1,2-a]pyridin-3-ylmethyl)aniline N=1C=C(N2C1C=CC=C2)CC2=CC=C(N)C=C2